ethyl 7-cyclobutyl-2-methoxy-8-(5-phenyl-1,2,4-thiadiazol-3-yl)quinoline-3-carboxylate C1(CCC1)C1=CC=C2C=C(C(=NC2=C1C1=NSC(=N1)C1=CC=CC=C1)OC)C(=O)OCC